N-[[2-(morpholino-methyl)-1H-indol-6-yl]methyl]-4-oxo-pyrido[1,2-a]pyrimidine-2-carboxamide O1CCN(CC1)CC=1NC2=CC(=CC=C2C1)CNC(=O)C=1N=C2N(C(C1)=O)C=CC=C2